C(C)OC(=O)C1CCC(CC1)C=1C=C2C(=NC(=NC2=CC1OC)C)NC(C)C1=CC(=CC(=C1)C(F)(F)F)N 4-(4-((1-(3-amino-5-(trifluoromethyl)phenyl)ethyl)amino)-7-methoxy-2-methylquinazolin-6-yl)cyclohexane-1-carboxylic acid ethyl ester